5-(2,5-difluorobenzyl)-N-(2-(5-fluoro-1H-indol-3-yl)ethyl)isoxazole-3-carboxamide FC1=C(CC2=CC(=NO2)C(=O)NCCC2=CNC3=CC=C(C=C23)F)C=C(C=C1)F